(R)-N-(6-(thiazol-5-yl)isoquinolin-3-yl)pyrrolidine-2-carboxamide S1C=NC=C1C=1C=C2C=C(N=CC2=CC1)NC(=O)[C@@H]1NCCC1